FC1=C(C=C(C=C1)C1=NC=CC=C1C1=CC=C2C(=NNC2=C1)N)C 6-(2-(4-Fluoro-3-methylphenyl)pyridin-3-yl)-1H-indazol-3-amine